[Si](C1=CC=CC=C1)(C1=CC=CC=C1)(C(C)(C)C)OCC1=NC(=CC=C1C1(COC1)NS(=O)C(C)(C)C)Cl N-(3-(2-(((tert-butyldiphenylsilyl)oxy)methyl)-6-chloropyridin-3-yl)oxetan-3-yl)-2-methylpropane-2-sulfinamide